1-(3-chloro-4-fluorophenyl)-11-methyl-1,2,3,5,6,7,8,11-octahydro-9H-14,16-etheno-13,10-(metheno)pyrido[4,3-e][1,4,10,11,14]oxatetraazacycloheptadecin-9-one ClC=1C=C(C=CC1F)N1CCOCCCNC(C=2N(N=C(C3=CC4=C1C=CN=C4C=C3)C2)C)=O